CC1N=C(OC1)C(C)(C)C 4-methyl-tert-butyl-oxazoline